O1CC(C1)N1CCC(CC1)C1N2C(C3=CC=CC=C13)=CN=C2 5-(1-(oxetan-3-yl)piperidin-4-yl)-5H-imidazo[5,1-a]isoindole